Methyl 4-(4-nitrophenyl)-1H-pyrrole-2-carboxylate [N+](=O)([O-])C1=CC=C(C=C1)C=1C=C(NC1)C(=O)OC